5-[2-cyclopropyl-3-[2-(trifluoromethoxy)ethyl]benzimidazol-5-yl]-1-methyl-3-(methylamino)pyridin-2-one C1(CC1)C=1N(C2=C(N1)C=CC(=C2)C=2C=C(C(N(C2)C)=O)NC)CCOC(F)(F)F